C(#N)CCNC(CC1=CC=C(C=C1)C1=C2C(=NC(=C1)NC(=O)C1CC1)NC=C2)=O N-(4-(4-(2-((2-cyanoethyl)amino)-2-oxoethyl)phenyl)-1H-pyrrolo[2,3-b]pyridin-6-yl)cyclopropylcarboxamide